bis[tris(2-methylphenyl)phosphine] palladium (0) [Pd].CC1=C(C=CC=C1)P(C1=C(C=CC=C1)C)C1=C(C=CC=C1)C.CC1=C(C=CC=C1)P(C1=C(C=CC=C1)C)C1=C(C=CC=C1)C